FC1=C(OC2CCC(CC2)C(=O)OCC)C=C(C(=C1)OC)C(N[C@@H]1[C@H]2CC[C@@H]([C@@H]1C(NC1=CC(=CC(=C1)S(F)(F)(F)(F)F)F)=O)C2)=O Ethyl (1S,4s)-4-(2-fluoro-5-(((1S,2R,3S,4R)-3-((3-fluoro-5-(pentafluoro-λ6-sulfaneyl)phenyl)carbamoyl)bicyclo[2.2.1]heptan-2-yl)carbamoyl)-4-methoxyphenoxy)cyclohexane-1-carboxylate